allylpropenyl-diisopropylammonium hydroxide [OH-].C(C=C)CC=C[NH+](C(C)C)C(C)C